C(#N)/C(/C(=O)NC1=CC(NC=C1)=O)=C(\C=1C=NOC1C)/O (Z)-2-cyano-3-hydroxy-3-(5-methylisoxazol-4-yl)-N-(2-oxo-1H-pyridin-4-yl)prop-2-enamide